ClC1=CC2=C(N=C(N=C2NN(C2=CC=CC=C2)CCC)N2CCN(CC2)C)C=N1 ((6-chloro-2-(4-methylpiperazin-1-yl)pyrido[3,4-d]pyrimidin-4-yl)amino)-N-phenylpropylamine